tert-butyl-4-(2-(4-chloro-2-(methoxy-d3)phenyl)-4-fluoro-2-methyl-2H-chromen-8-yl)piperidine C(C)(C)(C)N1CCC(CC1)C=1C=CC=C2C(=CC(OC12)(C)C1=C(C=C(C=C1)Cl)OC([2H])([2H])[2H])F